γ-glutamyl-aminopterin N[C@@H](CCC(=O)N(C1=NC2=NC=CN=C2C(N1)=O)N)C(=O)O